FC1=CC=CC=2C3=C(N(C(C12)=O)COCC[Si](C)(C)C)N=NN3C 6-fluoro-1-methyl-4-((2-(trimethylsilyl)ethoxy)methyl)-1,4-dihydro-5H-[1,2,3]triazolo[4,5-c]isoquinolin-5-one